ethyl 3-bromo-8-hydroxyimidazo[1,2-b]pyridazine-7-carboxylate BrC1=CN=C2N1N=CC(=C2O)C(=O)OCC